(E)-1-(3'-methoxyphenyl)-2-bromoethylene COC=1C=C(C=CC1)\C=C\Br